acrylic acid, methylaminopropylamide CNCCCNC(C=C)=O